C12(CC3CC(CC(C1)C3)C2)NC(COC2=NC(NC(=C2)C2=CC=CC=C2)=O)=O N-(adamantan-1-yl)-2-((2-oxo-6-phenyl-1,2-dihydropyrimidin-4-yl)oxy)acetamide